Zinc (Picolinate) N1=C(C=CC=C1)C(=O)[O-].[Zn+2].N1=C(C=CC=C1)C(=O)[O-]